1,1,6,6-tetramethyl-1,6-diazacyclododecane-1,6-diium C[N+]1(CCCC[N+](CCCCCC1)(C)C)C